C(C)C=1N=C(C2=C(N1)SC(=C2)C)NCCCC=2OC=CC2 2-ethyl-N-(3-(furan-2-yl)propyl)-6-methylthieno[2,3-d]pyrimidin-4-amine